C1=C(C=CC2=CC=CC=C12)CCCCCCCCCCCS 11-(Naphthalen-2-yl)undecane-1-thiol